C(C)(C)(C)OC([C@H](CCC(=O)O)NC(CN=S(C1=CC(=CC(=C1)C(F)(F)F)B1OC(C(O1)(C)C)(C)C)(C1=CC(=CC(=C1)C(F)(F)F)B1OC(C(O1)(C)C)(C)C)=O)=O)=O (S)-5-(tert-butoxy)-5-oxo-4-(2-((oxobis(3-(4,4,5,5-tetramethyl-1,3,2-dioxaborolan-2-yl)-5-(trifluoromethyl)phenyl)-λ6-sulfanylidene)amino)-acetamido)pentanoic acid